O1COCC2=C1C=CC(=C2)C(N2CCN(CC2)C(=O)N2N=NC1=C2C=CC(=C1)Br)C1=CC2=C(OCOC2)C=C1 (4-(bis(4H-benzo[d][1,3]dioxin-6-yl)methyl)piperazin-1-yl)(5-bromo-1H-benzo[d][1,2,3]triazol-1-yl)methanone